CC(C(=O)OC(C)C)(CC)C isopropyl 2,2-dimethylbutyrate